[Br-].C(C)OC(C(C[N+]1=CC=CC=C1)=O)=O 1-(3-Ethoxy-2,3-dioxopropyl)pyridin-1-ium bromide